ClC1=C(C=C(C(=C1)C1(COC1)OCC1=CC(=C(C=C1)F)Cl)C)N=CN(C)CC N'-(2-chloro-4-(3-((3-chloro-4-fluorobenzyl)oxy)oxetan-3-yl)-5-methylphenyl)-N-ethyl-N-methylformimidamide